CC1=C(C(=CC=C1)C)N(C)C N,2,6-tetramethylaniline